4-ethylisothiazole-5-carboxamide C(C)C=1C=NSC1C(=O)N